C1=C(C=CC2=CC=CC=C12)CCNCCCN(CC(F)(F)F)CC1CCC(C1O)O 5-(((3-((2-(naphthalen-2-yl)ethyl)amino)propyl)(2,2,2-trifluoroethyl)amino)methyl)cyclopentane-1,2-diol